METHYL 4-(3-(PYRIDIN-2-YLETHYNYL)BENZAMIDO)BENZOATE N1=C(C=CC=C1)C#CC=1C=C(C(=O)NC2=CC=C(C(=O)OC)C=C2)C=CC1